4-[4-(2-Oxo-3,6-dihydro-2H-1,3,4-oxadiazin-5-yl)-2-(trifluoromethyl)anilino]butyronitrile O=C1OCC(=NN1)C1=CC(=C(NCCCC#N)C=C1)C(F)(F)F